(9Z,12Z)-octadeca-9,12-dien-1-yl palmitate C(CCCCCCCCCCCCCCC)(=O)OCCCCCCCC\C=C/C\C=C/CCCCC